[C@@H]12[C@@H](NC[C@H]2CC1)C(=O)N1CCC(CC1)C(=O)C1=CN(C2=CN=CC=C21)C2=C(C(=O)N(C(C)C)C(C)C)C=C(C=C2)F |o1:0,1,4| rel-2-(3-(1-((1R,2R,5S)-3-Azabicyclo[3.2.0]heptane-2-carbonyl)piperidine-4-carbonyl)-1H-pyrrolo[2,3-c]pyridin-1-yl)-5-fluoro-N,N-diisopropylbenzamide